mono(3-butenyl) ether C(CC=C)OCCC=C